3-trifluoromethyl-6-nitro-chlorobenzene FC(C=1C=C(C(=CC1)[N+](=O)[O-])Cl)(F)F